(S)-(4-(4-(difluoromethyl)pyrazolo[1,5-a]pyridin-2-yl)-6,7-dihydro-1H-imidazo[4,5-c]pyridin-5(4H)-yl)(5-(1-(trifluoromethyl)-1H-pyrazol-3-yl)-1,3,4-oxadiazol-2-yl)methanone FC(C=1C=2N(C=CC1)N=C(C2)[C@H]2N(CCC1=C2N=CN1)C(=O)C=1OC(=NN1)C1=NN(C=C1)C(F)(F)F)F